COC1=C(C(=CC(=C1)C1=CN=C2N1C=CC(=C2)C=2C=NN(C2)C)OC)C(=O)N2CC(C2)(C)C [2,6-dimethoxy-4-[7-(1-methylpyrazol-4-yl)imidazo[1,2-a]pyridin-3-yl]phenyl]-(3,3-dimethylazetidin-1-yl)methanone